C12C(C3CC(CC(C1)C3)C2)NC(=O)C2=NN(C(=N2)C2=CC=C(C=C2)C(C)C)C2=CC=C(C=C2)F (adamantan-2-yl)-1-(4-fluorophenyl)-5-(4-isopropylphenyl)-1H-1,2,4-triazole-3-carboxamide